BrC=1N=C(N2C1C(=C(C=C2)Br)C)C2=CC(=CC(=C2)F)F 1,7-Dibromo-3-(3,5-difluorophenyl)-8-methylimidazo[1,5-a]pyridine